(rac)-Cis-2-(2-oxabicyclo[2.1.1]hexan-4-yl)-7-cyclobutoxy-N-(1-(2-fluorocyclopropyl)-2-oxo-1,2-dihydropyridin-3-yl)imidazo[1,2-a]pyrimidine-6-carboxamide C12OCC(C1)(C2)C=2N=C1N(C=C(C(=N1)OC1CCC1)C(=O)NC=1C(N(C=CC1)[C@H]1[C@H](C1)F)=O)C2 |r|